Cl.NC(C(=O)N1CCN(CC1)C(=O)NC1=NC(N(C=C1)C1=CC=C(C=C1)CC(C)N1CC2CCC(CC2C1)N)=O)(C)C 4-(2-amino-2-methylpropanoyl)-N-(1-(4-(2-(5-aminooctahydro-2H-isoindol-2-yl)propyl)phenyl)-2-oxo-1,2-dihydropyrimidin-4-yl)piperazine-1-carboxamide hydrochloride salt